FC=1C=2N(C=C(C1)NC(=O)C=1C=CC(=C3N=CC=NC13)O[C@H]1CN(CC1)C(=O)OC(C)(C)C)C=C(N2)C tert-butyl (3R)-3-[8-[(8-fluoro-2-methyl-imidazo[1,2-a]pyridin-6-yl)carbamoyl]quinoxalin-5-yl]oxypyrrolidine-1-carboxylate